FC1(CC(CCC1)NC1=NC(=CC(=C1)N1[C@@H]([C@H](C1)CS(=O)(=O)C)C)N1N=CC=2C(=NC(=CC21)C=2C=NC=CC2OC)C)F N-(3,3-Difluorocyclohexyl)-6-(6-(4-methoxypyridin-3-yl)-4-methyl-1H-pyrazolo[4,3-c]pyridin-1-yl)-4-((2R,3S)-2-methyl-3-((methylsulfonyl)methyl)azetidin-1-yl)pyridin-2-amine